5-(8-((1S,2S)-2-(4-(trifluoromethyl)phenyl)cyclopropyl)-[1,2,4]triazolo[1,5-b]pyridazin-6-yl)pyrimidine-2,4(1H,3H)-dione FC(C1=CC=C(C=C1)[C@@H]1[C@H](C1)C=1C=2N(N=C(C1)C=1C(NC(NC1)=O)=O)N=CN2)(F)F